CN1C(CCC2=CC(=CC=C12)C=1C=C(C=NC1)CNC(=O)C1=NC=CC=N1)=O Pyrimidine-2-carboxylic acid [5-(1-methyl-2-oxo-1,2,3,4-tetrahydro-quinolin-6-yl)-pyridin-3-ylmethyl]-amide